2-(1-hydroxypentyl)-cyclopentanone OC(CCCC)C1C(CCC1)=O